C(C)OC1=C(C=C(C=C1)S(=O)(=O)N1CCN(CC1)CCO[N+](=O)[O-])C=1NC(C2=C(N1)C(=C(N2C)/C=N/O)CCC)=O (E)-2-(4-((4-Ethoxy-3-(6-((hydroxyimino)methyl)-5-methyl-4-oxo-7-propyl-4,5-dihydro-3H-pyrrolo[3,2-d]pyrimidin-2-yl)phenyl)sulfonyl)piperazin-1-yl)ethylnitrat